2,4-dimethylbenzoyl peroxide CC1=C(C(=O)OOC(C2=C(C=C(C=C2)C)C)=O)C=CC(=C1)C